N,N-dimethyl-1-(6-(1-trityl-1H-imidazol-4-yl)pyridin-2-yl)methylamine CN(C)CC1=NC(=CC=C1)C=1N=CN(C1)C(C1=CC=CC=C1)(C1=CC=CC=C1)C1=CC=CC=C1